ClC=1C=C2C(=NNC2=CC1OCCOC)C1=CC(=NO1)C1=CC=C(C=C1)C(=O)N1[C@H](COCC1)CO (4-{5-[5-Chloro-6-(2-methoxyethoxy)-1H-indazol-3-yl]-isoxazol-3-yl}-phenyl)-((S)-3-hydroxymethylmorpholin-4-yl)-methanon